FC1=C(C=CC(=C1)F)[C@H]1CC[C@H](N1C(=O)C1=CC=C(C=C1)C1=C(C=CC=C1)OC)C(=O)O (2S,5R)-5-(2,4-difluorophenyl)-1-(2'-methoxy-[1,1'-biphenyl]-4-carbonyl)pyrrolidine-2-carboxylic acid